CC(C)OC=1C=C2C(=NNC2=CC1)C1=NC=CC(=N1)C=1C=C(SC1)CC 1-(4-{2-[5-(propan-2-yloxy)-1H-indazol-3-yl]pyrimidin-4-yl}thiophen-2-yl)ethane